C1(CC\C=C/CCC1)O (Z)-cyclooct-4-en-1-ol